2,6-Diethyl-aniline C(C)C1=C(N)C(=CC=C1)CC